2,6-Difluoro-3-(6-((2-methoxyethyl)(tetrahydro-2H-pyran-4-yl)amino)-1-methyl-1H-pyrazolo[4,3-c]pyridin-3-yl)-5-(trifluoromethyl)phenol FC1=C(C(=C(C=C1C1=NN(C2=C1C=NC(=C2)N(C2CCOCC2)CCOC)C)C(F)(F)F)F)O